ClC1=C(C=CC(=C1)O)N=C(N)C1=C(C=2N(N=C1)C=C(C2)C2=CC=C(OCC(=O)OCC)C=C2)NC2CCCC2 Ethyl 2-(4-(3-(N'-(2-chloro-4-hydroxy-phenyl)carbamimidoyl)-4-(cyclopentylamino)-pyrrolo[1,2-b]pyridazin-6-yl)phenoxy)acetate